C[C@H]1N(CCN(C1)C)[C@H]1CNCC1 (R)-2,4-Dimethyl-1-((R)-pyrrolidin-3-yl)piperazine